rac-(1S*,2S*)-N-(6-(((6-cyclopropyl-8-(3-methyl-2,4-dioxoimidazolidin-1-yl)imidazo[1,2-a]pyridin-2-yl)methyl)amino)pyrimidin-4-yl)-2-(6-methyl-pyridin-2-yl)cyclopropane-1-carboxamide C1(CC1)C=1C=C(C=2N(C1)C=C(N2)CNC2=CC(=NC=N2)NC(=O)[C@@H]2[C@H](C2)C2=NC(=CC=C2)C)N2C(N(C(C2)=O)C)=O |r|